C(OC(C(CCCC)CC)OOC(C)(C)C)([O-])=O tertiarybutylperoxy-2-ethylhexyl carbonate